2-Cyanoethyl (4-((dimethoxyphosphoryl)methyl)benzyl) diisopropylphosphoramidite C(C)(C)N(P(OCCC#N)OCC1=CC=C(C=C1)CP(=O)(OC)OC)C(C)C